(1H-imidazol-2-yl)-N,N-dimethylformimidamide N1C(=NC=C1)C(N(C)C)=N